C(#N)C1=C(C=CC=C1)C(C(C)C=1N(C(C(=C(N1)C(=O)OCC)OC)=O)C)C=1C=NN(C1)CCN(C)C Ethyl 2-[1-(2-cyanophenyl)-1-[1-[2-(dimethylamino)ethyl]pyrazol-4-yl]propan-2-yl]-5-methoxy-1-methyl-6-oxopyrimidine-4-carboxylate